C(C=C)(=O)N1[C@@H](CC(CC1)=O)C (R)-1-acryloyl-2-methylpiperidin-4-one